1-(isobutyryloxy)ethyl 4-(4-((3-(3,6-difluoropyridin-2-yl)-1-((1r,4r)-4-ethoxycyclohexyl)-1H-pyrazol-4-yl)carbamoyl)thiazol-2-yl)-1H-pyrazole-1-carboxylate FC=1C(=NC(=CC1)F)C1=NN(C=C1NC(=O)C=1N=C(SC1)C=1C=NN(C1)C(=O)OC(C)OC(C(C)C)=O)C1CCC(CC1)OCC